2-bromo-N-(2-methyl-5-((2-(pyrrolidin-1-yl)ethyl)carbamoyl)pyridin-3-yl)pyrazolo[5,1-b]Thiazole-7-carboxamide BrC1=CN2C(S1)=C(C=N2)C(=O)NC=2C(=NC=C(C2)C(NCCN2CCCC2)=O)C